C(C)C(=O)CCCCCCCCCCCCCCCCCCCCCCCCCCCCCC n-triacontyl ethyl ketone